ClC1=NN(C(=C1CSC1=NOC(C1)(C)C)C1CC1)CC 3-(((3-chloro-5-(cyclopropyl)-1-ethyl-1H-pyrazol-4-yl)methyl)thio)-5,5-dimethyl-4,5-dihydroisoxazole